2-((3,5-dichloro-2-fluoro-4-(4-hydroxy-3-isopropylbenzyl)phenyl)amino)-N-methylacetamide ClC=1C(=C(C=C(C1CC1=CC(=C(C=C1)O)C(C)C)Cl)NCC(=O)NC)F